CC1(O[C@@H](CNC1)C(=O)N1CCN(CC1)C1=CC=C(C=N1)C#N)C 6-[4-[(2S)-6,6-dimethylmorpholine-2-carbonyl]piperazin-1-yl]pyridine-3-carbonitrile